1-methyl-4-oxo-1,8-naphthyridine-3-carboxylic acid ethyl ester C(C)OC(=O)C1=CN(C2=NC=CC=C2C1=O)C